C(C)OC(=O)C1=NON=C1C1CC1 C4-cyclopropyl-1,2,5-oxadiazole-3-carboxylic acid ethyl ester